C(N)(OC(C)(C)C(C1=CC=CC=C1)=O)=O (1-benzoyl-1-isopropyl) carbamate